N1(N=CN=C1)S(=O)(=O)C1=CC=C(C=C1)C(=O)N1CCC(CC1)NC1=C(C=CC=C1)OC (4-((1H-1,2,4-triazol-1-yl)sulfonyl)phenyl)(4-((2-methoxyphenyl)amino)piperidin-1-yl)methanone